2-chloro-5-isopropoxy-N-((4-(5-(trifluoromethyl)pyridin-2-yl)bicyclo[2.2.2]octan-1-yl)methyl)pyrimidin-4-amine ClC1=NC=C(C(=N1)NCC12CCC(CC1)(CC2)C2=NC=C(C=C2)C(F)(F)F)OC(C)C